FC=1C=NN2C1C(NC1=C(C(=CC=C21)CN2CC=1C(CC2)=NN(C1)C=1C=CC(=NC1F)C(=O)NC)F)=O 5-(5-((3,6-difluoro-4-oxo-4,5-dihydropyrazolo[1,5-a]quinoxalin-7-yl)methyl)-4,5,6,7-tetrahydro-2H-pyrazolo[4,3-c]pyridin-2-yl)-6-fluoro-N-methylpicolinamide